N1C=CC2=CC=CC(=C12)C1=CC=C(C=C1)CCCNC(C1=CN=C(C=C1)C)=O N-(3-(4-(1H-indol-7-yl)phenyl)propyl)-6-methylnicotinamide